C1(CC1)C1=NC(=CC(=C1)C1(CC(C1)CC#N)C1=NN=CN1C)N1C(C2=C3C(C(=CC=C13)F)=CC(=C2)CN2C[C@H](OCC2)C)=O (R)-2-(3-(2-cyclopropyl-6-(6-fluoro-4-((2-methylmorpholino)methyl)-2-oxobenzo[cd]indol-1(2H)-yl)pyridin-4-yl)-3-(4-methyl-4H-1,2,4-triazol-3-yl)cyclobutyl)acetonitrile